C(=O)(O)C(=C(C(=O)N)C(C)C)C(=O)O dicarboxylisopropylacrylamide